6-(4-Fluorophenyl)-7-(quinolin-6-yl)-2,3-dihydropyrazolo[5,1-b]oxazole FC1=CC=C(C=C1)C1=NN2C(OCC2)=C1C=1C=C2C=CC=NC2=CC1